IC=1C(=NC=CC1)S(=O)(=O)Cl iodopyridine-2-sulfonyl chloride